(S)-4-((6-(2-amino-3-(4-hydroxyphenyl)propionyl)-2-((4-cyanophenyl)amino)-5,6,7,8-tetrahydropyrido[4,3-d]pyrimidin-4-yl)oxy)-3,5-dimethylbenzonitrile N[C@H](C(=O)N1CC2=C(N=C(N=C2OC2=C(C=C(C#N)C=C2C)C)NC2=CC=C(C=C2)C#N)CC1)CC1=CC=C(C=C1)O